tert-Butyl (4-(aminomethyl)benzyl)carbamate NCC1=CC=C(CNC(OC(C)(C)C)=O)C=C1